FC1=CC(=CC2=C1N(C=N2)C)B2OC(C(O2)(C)C)(C)C 7-fluoro-1-methyl-5-(4,4,5,5-tetramethyl-1,3,2-dioxaborolan-2-yl)-1H-benzo[d]imidazole